(2S,4S)-4-(7-(2-chloro-3-methylphenyl)-6-fluoro-8-methyl-4-(methylsulfanyl)-1H-imidazo[4,5-c]quinolin-1-yl)-2-(cyanomethyl)piperidine-1-carboxylic acid tert-butyl ester C(C)(C)(C)OC(=O)N1[C@@H](C[C@H](CC1)N1C=NC=2C(=NC=3C(=C(C(=CC3C21)C)C2=C(C(=CC=C2)C)Cl)F)SC)CC#N